tert-butyl N-[1-(2-bromophenyl)-5-(trifluoromethyl)-1H-pyrazol-4-yl]carbamate BrC1=C(C=CC=C1)N1N=CC(=C1C(F)(F)F)NC(OC(C)(C)C)=O